FC1=C2C(=CN=C1N1CCN(CC1)S(=O)(=O)C)NC(=C2C(C)C)C=2C(=C(C=1N(C2)N=CN1)C)C 6-(4-fluoro-3-isopropyl-5-(4-(methylsulfonyl)piperazin-1-yl)-1H-pyrrolo[2,3-c]pyridin-2-yl)-7,8-dimethyl-[1,2,4]triazolo[1,5-a]pyridine